C(CC1=CC(=NC=C1)C(=O)[2H])C1=CC(=NC=C1)C(=O)[2H] 4,4'-ethylenedipyridineAl-d